OCC(C)(C)NC(=O)C=1C=2C[C@H]3[C@@H](C2N(N1)C1=NC=C(C=C1)Br)C3 (1aS,5aS)-2-(5-Bromo-pyridin-2-yl)-1a,2,5,5a-tetrahydro-1H-2,3-diaza-cyclopropa[a]pentalene-4-carboxylic acid (2-hydroxy-1,1-dimethyl-ethyl)-amide